3-ethyl-2,4,5,6-tetramethylphenol C(C)C=1C(=C(C(=C(C1C)C)C)O)C